1-{4-[(2-chloro-6-fluorobenzyl)oxy]phenyl}-4,4,4-trifluorobutane-1,3-dione ClC1=C(COC2=CC=C(C=C2)C(CC(C(F)(F)F)=O)=O)C(=CC=C1)F